8-(Ethylamino)-1-methyl-4-(3-((3-(methylamino)-1-phenylpropoxy)methyl)phenyl)-1,2,3,4-tetrahydro-5H-pyrido[2,3-e][1,4]diazepin-5-one C(C)NC=1C=CC2=C(N(CCN(C2=O)C2=CC(=CC=C2)COC(CCNC)C2=CC=CC=C2)C)N1